hydroxy-2,5,7,8-tetramethylchromane-2-carboxylic acid butyl ester C(CCC)OC(=O)C1(OC2=C(C(=CC(=C2CC1O)C)C)C)C